O[C@@H](CNC(O)=O)CO N-[(2S)-2,3-dihydroxypropyl]carbamic acid